3-(5-(trifluoromethyl)-pyridin-2-yl)-6-mercaptobenzothiazol-2(3H)-one FC(C=1C=CC(=NC1)N1C(SC2=C1C=CC(=C2)S)=O)(F)F